N-(2-morpholinoethyl)pyridine-2-amide O1CCN(CC1)CCNC(=O)C1=NC=CC=C1